acetic acid 2-(4-chlorophenyl)-1-phenylvinyl ester ClC1=CC=C(C=C1)C=C(C1=CC=CC=C1)OC(C)=O